Tert-butyl N-{1-[(1-hydroxy-3-phenylpropan-2-yl)carbamoyl]ethyl}-N-methylcarbamate OCC(CC1=CC=CC=C1)NC(=O)C(C)N(C(OC(C)(C)C)=O)C